C(#N)C1=CC=C2C=CN(C2=C1)CC=1C=C(C(=O)OC)C=CN1 methyl 2-((6-cyano-1H-indol-1-yl)methyl)isonicotinate